FC(C1=NN=C(S1)N1C(N(C2=C1C=C(C=C2)S(=O)(=O)NC2(COC2)CF)CCOC)=O)F {3-[5-(difluoromethyl)-1,3,4-thiadiazol-2-yl]-1-(2-methoxyethyl)-2-oxo-1,3-dihydro-1,3-benzimidazol-5-ylsulfonyl}[3-(fluoromethyl)-3-oxetanyl]amine